C(CCCCCCCCCCCCCCCCC)(=O)O.C(CCCCCCCCCCCCCCCCC)(=O)O.CC(=O)[C@H](O)[C@@H](O)[C@H](O)[C@H](O)CO METHYLGLUCOSE DISTEARATE